13-phenyl-1,4,7,10-tetraoxa-13-azacyclopentadecane C1(=CC=CC=C1)N1CCOCCOCCOCCOCC1